C(C=C)N(C=1C(N(C(C1I)=O)C1=CC=CC=C1)=O)C1=CC=CC=C1 3-[allyl-(phenyl)amino]-4-iodo-1-phenyl-1H-pyrrole-2,5-dione